(2S)-2-[4-bromo-5-fluoro-2-(4-ethoxy-4,5-dihydroisoxazol-3-yl)phenoxy]-2-cyclopropylacetic acid methyl ester COC([C@H](C1CC1)OC1=C(C=C(C(=C1)F)Br)C1=NOCC1OCC)=O